ClC1=CC(=C(C=C1)[C@@]1(OC2=C(O1)C=CC=C2C2CCN(CC2)CC2=C(C=C(N=N2)/C(/N)=N/O)N2CC(OCC2)C)C)F (Z)-6-((4-((S)-2-(4-chloro-2-fluorophenyl)-2-methylbenzo[d][1,3]dioxol-4-yl)piperidin-1-yl)methyl)-N'-hydroxy-5-(2-methylmorpholino)pyridazine-3-carboximidamide